1-[2-(aminomethyl)-3,3-difluoro-allyl]-4-[[3-(4-piperazin-1-ylphenyl)phenyl]methyl]tetrazol-5-one NCC(CN1N=NN(C1=O)CC1=CC(=CC=C1)C1=CC=C(C=C1)N1CCNCC1)=C(F)F